F[C@@H]1[C@@]2(C[C@@H]([C@H](C[C@H]1C(=C)C1=CN=C(N=N1)C1=C(C=C(C=C1)N1C=NC=C1)O)N2)F)C 2-(6-(1-((1S,2S,3S,5S,6S)-2,6-difluoro-1-methyl-8-azabicyclo[3.2.1]octan-3-yl)vinyl)-1,2,4-triazin-3-yl)-5-(1H-imidazol-1-yl)phenol